propyl 3-phenyl-2,3-dibromopropionate C1(=CC=CC=C1)C(C(C(=O)OCCC)Br)Br